(S)-4-(5-(4-(3,4-dimethylpiperazin-1-yl)-2-fluoro-5-aminophenyl)pyrimidin-2-yl)morpholine (2R,3R,4R,5R)-5-acetamido-2-(acetoxymethyl)-6-chlorotetrahydro-2H-pyran-3,4-diyl-diacetate C(C)(=O)N[C@@H]1[C@@H]([C@H]([C@@H](OC1Cl)COC(C)=O)CC(=O)O)CC(=O)O.C[C@H]1CN(CCN1C)C1=CC(=C(C=C1N)C=1C=NC(=NC1)N1CCOCC1)F